(6R,8R)-N-(5-chloro-6-(2H-1,2,3-triazol-2-yl)pyridin-3-yl)-8-(1-(difluoromethyl)-1H-pyrazol-4-yl)-2-fluoro-8-methyl-7,8-dihydro-6H-cyclopenta[e]pyrazolo[1,5-a]pyrimidine-6-carboxamide ClC=1C=C(C=NC1N1N=CC=N1)NC(=O)[C@@H]1C[C@](C2=C1C=NC=1N2N=C(C1)F)(C)C=1C=NN(C1)C(F)F